3-(3-chloro-4-methoxyphenyl)-3-hydroxyazetidine-1-carboxylic acid tert-butyl ester C(C)(C)(C)OC(=O)N1CC(C1)(O)C1=CC(=C(C=C1)OC)Cl